NC1=NC=CC(=N1)C1=C(N=C(S1)C(C)(C)C)C=1C(=C(C=CC1)NS(=O)(=O)C1=C(C=CC=C1F)F)F N-[3-[5-(2-Amino-4-pyrimidinyl)-2-(tert-butyl)-4-thiazolyl]-2-fluorophenyl]-2,6-difluorobenzenesulfonamide